zinc dimethylimidazolate CC=1N=C([N-]C1)C.[Zn+2].CC=1N=C([N-]C1)C